The molecule is a 3-hydroxy fatty acyl-CoA in which the 3-hydroxy fatty acyl group is specified as 3-hydroxyicosanoyl. It has a role as a human metabolite and a Saccharomyces cerevisiae metabolite. It is a 3-hydroxy fatty acyl-CoA and a long-chain fatty acyl-CoA. It derives from a 3-hydroxyicosanoic acid. It is a conjugate acid of a 3-hydroxyicosanoyl-CoA(4-). CCCCCCCCCCCCCCCCCC(CC(=O)SCCNC(=O)CCNC(=O)[C@@H](C(C)(C)COP(=O)(O)OP(=O)(O)OC[C@@H]1[C@H]([C@H]([C@@H](O1)N2C=NC3=C(N=CN=C32)N)O)OP(=O)(O)O)O)O